(R)-ethyl-N-phenethylcarbamate C(C)OC(NCCC1=CC=CC=C1)=O